CC=1N(C(=CC1)C)C1=NN(C(=C1C)I)C 3-(2,5-dimethylpyrrol-1-yl)-5-iodo-1,4-dimethyl-pyrazole